C[C@@H](CCCN1C(C2=CC=C(C=C2C(=C1)C)C1=NC=C(C=N1)C(F)(F)F)=O)NC(OC(C)(C)C)=O tert-butyl N-[(1S)-1-methyl-4-[4-methyl-1-oxo-6-[5-(trifluoromethyl)pyrimidin-2-yl]-2-isoquinolyl]butyl]carbamate